CN1CC(C1)(C)[C@@](C=1C=NC=C(C(=O)N)C1)(C1=CC=C(C=C1)C1(CC1)C(F)(F)F)O 5-{(R)-(1,3-dimethyl-azetidin-3-yl)-hydroxy-[4-(1-trifluoromethyl-cyclopropyl)-phenyl]-methyl}-nicotinamide